3-[ethyl[3-methyl-4-[(6-nitrobenzothiazol-2-yl)azo]phenyl]amino]propiononitrile C(C)N(CCC#N)C1=CC(=C(C=C1)N=NC=1SC2=C(N1)C=CC(=C2)[N+](=O)[O-])C